Cl.C(N)(=O)C=1C=C(C=CC1)C=1C=C2C(=NNC2=CC1)NC(=O)C1CCN(CC1)C N-[5-(3-carbamoylphenyl)-1H-indazol-3-yl]-1-methylpiperidine-4-carboxamide hydrochloride